C(N)(=N)N1CCC(=CC1)C1=C(C=C(C(=O)NC2=C(C(=C(C=C2)C=2CCN(CC2)C(N)=N)Cl)C)C=C1)F 4-(1-carbamimidoyl-1,2,3,6-tetrahydro-pyridin-4-yl)-N-[4-(1-carbamimidoyl-1,2,3,6-tetrahydro-pyridin-4-yl)-3-chloro-2-methyl-phenyl]-3-fluoro-benzamide